C(C=C)(=O)OCCCCCCCCCC[Si](C)(C)Br acryloyloxydecyl-bromodimethylsilane